C(#N)C1=CC=C(OCC(C=O)(C)OC(=O)C2CCCC2)C=C1 3-(4-cyanophenoxy)-2-methyl-1-oxopropane-2-ylcyclopentanecarboxylate